N-(4-(4-amino-5-(3-fluoro-4-((4-methylpyrimidin-2-yl)oxy)phenyl)-7-methyl-7H-pyrrolo[2,3-d]pyrimidin-6-yl)-3-(hydroxymethyl)phenyl)methacrylamide NC=1C2=C(N=CN1)N(C(=C2C2=CC(=C(C=C2)OC2=NC=CC(=N2)C)F)C2=C(C=C(C=C2)NC(C(=C)C)=O)CO)C